2-(cyclohexoxy)-5-(dimethylsulfamoyl)-4-(8,8,8-trifluorooctylamino)benzoic acid C1(CCCCC1)OC1=C(C(=O)O)C=C(C(=C1)NCCCCCCCC(F)(F)F)S(N(C)C)(=O)=O